ditertiarybutyl-amine C(C)(C)(C)NC(C)(C)C